C(CCCCC)C(CO)CCCCCC 2-hexyloctan-1-ol